2-(5-(2-hydroxypropan-2-yl)-4-methyl-4H-1,2,4-triazol-3-yl)thiazole-4-carboxylic acid OC(C)(C)C=1N(C(=NN1)C=1SC=C(N1)C(=O)O)C